O=C1NC(CCC1N1C(C2=CC=CC(=C2C1=O)NCCCCCCN(C)CC1=CC=C(C=C1)NC(CCCCCCC(=O)O)=O)=O)=O 8-((4-(((6-((2-(2,6-dioxopiperidin-3-yl)-1,3-dioxoisoindolin-4-yl)amino)hexyl)(methyl)amino)methyl)phenyl)amino)-8-oxooctanoic acid